C1(CC1)C1=NN(C=C1)C1=NC(=CC(=N1)NC1CCC(CC1)(F)F)C(=C)OCC 2-(3-cyclopropyl-1H-pyrazol-1-yl)-N-(4,4-difluorocyclohexyl)-6-(1-ethoxyvinyl)pyrimidin-4-amine